(R)-4-(5-chloro-2-iodothiazolo[5,4-d]pyrimidin-7-yl)-3-methylmorpholine ClC=1N=C(C2=C(N1)SC(=N2)I)N2[C@@H](COCC2)C